ClC1=C(C=2N(C=C1)N=CC2C(=O)O)OC 5-Chloro-4-methoxypyrazolo[1,5-a]pyridine-3-carboxylic acid